N1(N=CN=C1)CO 1H-1,2,4-triazole-1-methanol